N1C=CC=2C1=NC=C(C2)C=O 1H-pyrrolo[2,3-b]pyridin-5-methanone